CO[C@H]1C[C@@H](CC1)NC1=NC(=NN2C1=C(C(=C2)C2=CC(=NC=C2)OC)C)C=2N(C=CN2)C |r| rac-N-((1R,3R)-3-Methoxycyclopentyl)-6-(2-methoxypyridin-4-yl)-5-methyl-2-(1-methyl-1H-imidazol-2-yl)pyrrolo[2,1-f][1,2,4]triazin-4-amine